tert-Butyl 2-(4-chloro-1H-imidazo[4,5-c]pyridin-1-yl)acetate ClC1=NC=CC2=C1N=CN2CC(=O)OC(C)(C)C